5-Bromo-2-(3,3-difluorocyclobutyl)-4-(4,4-difluorocyclohexyl)pyrimidine BrC=1C(=NC(=NC1)C1CC(C1)(F)F)C1CCC(CC1)(F)F